O[C@@H]1CN(CC[C@H]1[C@H]1N2C(C3=CC=CC=C13)=CN=C2)C(C)=O 1-((3S,4S)-3-Hydroxy-4-((R)-5H-imidazo[5,1-a]isoindol-5-yl)piperidin-1-yl)ethan-1-on